5-bromo-1-(1-methylsulfonylazetidin-3-yl)-7-(trifluoromethyl)benzimidazole BrC1=CC2=C(N(C=N2)C2CN(C2)S(=O)(=O)C)C(=C1)C(F)(F)F